(3-amino-2-(benzyloxy)-6-methylpyridin-4-yl)methanol NC=1C(=NC(=CC1CO)C)OCC1=CC=CC=C1